3,7,11-trimethyl-2,6-dodecadiene CC(=CC)CCC=C(CCCC(C)C)C